pyrido-thiazine S1NC=CC2=C1C=CC=N2